Ethyl 2-(3-(4-amino-2,6-dichlorophenoxy)-6-oxopyridazin-1(6H)-yl)acetate NC1=CC(=C(OC2=NN(C(C=C2)=O)CC(=O)OCC)C(=C1)Cl)Cl